(R)-5-chloro-N-(8,9-difluoro-6-oxo-1,4,5,6-tetrahydro-2H-pyrano[3,4-c]isoquinolin-1-yl)-N-methyl-6-oxo-1,6-dihydropyridine-3-carboxamide ClC1=CC(=CNC1=O)C(=O)N(C)[C@H]1COCC=2NC(C=3C=C(C(=CC3C21)F)F)=O